C12N(C3CC(CC(C1)C3)C2)CC(=O)C2=C(NC(=C2)C)C 3-(2-((5r,7r)-2-Azaadamantan-2-yl)acetyl)-2,5-dimethyl-1H-pyrrol